BrC=1C=C2C=C(N=CC2=CC1)CBr 6-bromo-3-(bromomethyl)isoquinoline